C(#N)CCOC(=O)C1=C(NC2=C(C=NC(=C2[C@@H]1C1=C(C=C(C=C1)C#N)OC)O)C)C 2-cyanoethyl-(4S)-4-(4-cyano-2-methoxyphenyl)-5-hydroxy-2,8-dimethyl-1,4-dihydro-1,6-naphthyridine-3-carboxylate